FC=1C=C(C=C(C1)[N+](=O)[O-])[C@@H]1[C@@H](CC1)C#N cis-2-(3-fluoro-5-nitrophenyl)cyclobutane-1-carbonitrile